[Cu+2].[Li+].[O-2].[Al+3].[O-2].[O-2] aluminum oxide lithium-copper